2-(3-((6-cyano-2-((7-methyl-5-(methylsulfonyl)-1H-indol-4-yl)methyl)-2H-indazol-7-yl)oxy)azetidin-1-yl)-1-methyl-1H-imidazole-5-carboxylic acid C(#N)C=1C=CC2=CN(N=C2C1OC1CN(C1)C=1N(C(=CN1)C(=O)O)C)CC1=C2C=CNC2=C(C=C1S(=O)(=O)C)C